1-Isopropyl-3,5-bis(4-chlorobenzyl)piperidin-4-one C(C)(C)N1CC(C(C(C1)CC1=CC=C(C=C1)Cl)=O)CC1=CC=C(C=C1)Cl